3-((5-chloro-2-nitrophenyl) amino)-4,4-dimethylvalerate ClC=1C=CC(=C(C1)NC(CC(=O)[O-])C(C)(C)C)[N+](=O)[O-]